C(C)(C)(C)C1=CC=2C(=NC(=CN2)[C@@H]2CCCCC[C@@H](N2)COC2=NC(=NC(=C2)C2=C(C=CC=C2C)C)NS(=O)(=O)C=2C=C(C(=O)O)C=CC2)N1C 3-[[4-[[(2R,8S)-8-(6-tert-Butyl-5-methyl-pyrrolo[2,3-b]pyrazin-3-yl)azocan-2-yl]methoxy]-6-(2,6-dimethylphenyl)pyrimidin-2-yl]sulfamoyl]benzoic acid